4-Amino-8-(5-chloropyridazin-4-yl)-7-fluoro-N-propylisoquinoline-3-carboxamide NC1=C(N=CC2=C(C(=CC=C12)F)C1=CN=NC=C1Cl)C(=O)NCCC